C(#N)C=1C=C(C=CC1OCC)C=1N=C(SC1)C(=O)O 4-(3-cyano-4-ethoxyphenyl)thiazole-2-carboxylic acid